4-methylmorpholine-N-oxide C[N+]1(CCOCC1)[O-]